N-propyl-azetidine-3-ol C(CC)N1CC(C1)O